BrC1=CC=2N=C(NC(C2S1)=O)[C@@H]1[C@H]2C[C@H]2CN1C(=O)OC(C)(C)C |o1:11,12,14| tert-butyl (1S*,2S*,5R*)-2-(6-bromo-4-oxo-3,4-dihydrothieno[3,2-d]pyrimidin-2-yl)-3-azabicyclo[3.1.0]hexane-3-carboxylate